C(CCCCCCCCCC(C)C)C=1C(=C(C(=C(C1C(=O)O)C(=O)O)CCCCCCCCCCC(C)C)C(=O)O)CCCCCCCCCCC(C)C Tri-i-tridecyl-trimellitic acid